4-[2-(N-[2,2-difluorocyclohexyl]anilino)-2-oxo-ethyl]-1-[(4-fluorophenyl)-methyl-carbamoyl]piperidine-4-carboxylic acid FC1(C(CCCC1)N(C1=CC=CC=C1)C(CC1(CCN(CC1)C(N(C)C1=CC=C(C=C1)F)=O)C(=O)O)=O)F